C(C)(C)(C)OC(=O)NCC1=CC(=C(C(=C1)C)NC(=O)C1=CC2=C(OCCC3=C2SC=C3)C=C1C=1C(=NC(=CC1)C(=O)N1CC(CCC1)(F)F)C(=O)OC)C methyl 3-(9-((4-(((tert-butoxycarbonyl)amino)methyl)-2,6-dimethylphenyl)carbamoyl)-4,5-dihydrobenzo[b]thieno[2,3-d]oxepin-8-yl)-6-(3,3-difluoropiperidine-1-carbonyl)picolinate